2-(4-(heptyloxy)phenoxy)propan-1-ol C(CCCCCC)OC1=CC=C(OC(CO)C)C=C1